ClC=1C(=NC=CC1C1=C(C(=CC=C1)NC1=NC=CC(=C1F)CCNCCO)Cl)C1=CC(=C(CNC[C@H]2CCC(N2)=O)C=C1)OC (R)-5-(((4-(3-chloro-4-(2-chloro-3-((3-fluoro-4-(2-((2-hydroxyethyl)amino)ethyl)pyridin-2-yl)amino)phenyl)pyridin-2-yl)-2-methoxybenzyl)amino)methyl)pyrrolidin-2-one